4-amino-1-[(2R,3S,4R,5R)-5-(2-chloroethyl)-3-fluoro-4-hydroxy-5-(hydroxymethyl)oxolan-2-yl]-5-fluoropyrimidin-2-one quinaldinate sodium [Na+].N1=C(CC(=O)[O-])C=CC2=CC=CC=C12.NC1=NC(N(C=C1F)[C@@H]1O[C@@]([C@H]([C@@H]1F)O)(CO)CCCl)=O